(7S,8R)-8-hydroxy-7-((S)-5H-imidazo[5,1-a]isoindol-5-yl)-5,6,7,8-tetrahydroquinoline-3-carbonitrile O[C@@H]1[C@@H](CCC=2C=C(C=NC12)C#N)[C@@H]1N2C(C3=CC=CC=C13)=CN=C2